methyl-3-(4-cyclopropoxy-1-methyl-1H-pyrazol-5-yl)bicyclo[1.1.1]pentane-1-carboxylic acid CC1C2(CC1(C2)C2=C(C=NN2C)OC2CC2)C(=O)O